thiazolidine-2,4-dione 4-methylbenzenesulfonate CC1=CC=C(C=C1)S(=O)(=O)O.S1C(NC(C1)=O)=O